2,4-bis-(4-hydroxyphenylisopropyl)-phenol OC1=CC=C(C=C1)C(C)(C)C1=C(C=CC(=C1)C(C)(C)C1=CC=C(C=C1)O)O